4,6-dibromo-5-hydroxy-pyridine-2-carbonitrile BrC1=CC(=NC(=C1O)Br)C#N